5-(2-chloro-5-fluoropyrimidin-4-yl)-N-isopropylbenzo[d]oxazol-2-amine ClC1=NC=C(C(=N1)C=1C=CC2=C(N=C(O2)NC(C)C)C1)F